FC(N1N=CC(=C1)C=1C(=CC(=NC1)NC1=NC(=NC=C1)C1=C(C=CC=C1OC)F)N1CCC(CC1)CCN(C)C)F N-(5-(1-(difluoromethyl)-1H-pyrazol-4-yl)-4-(4-(2-(dimethylamino)ethyl)piperidin-1-yl)pyridin-2-yl)-2-(2-fluoro-6-methoxyphenyl)pyrimidin-4-amine